N-pentanoyl-O-(4-(5,6,7,8-tetrahydro-1,8-naphthyridin-2-yl)butyl)homoserine C(CCCC)(=O)N[C@@H](CCOCCCCC1=NC=2NCCCC2C=C1)C(=O)O